[Cu+2].[SH-].[Na+].[SH-].[SH-] Sodium hydrosulfide copper